5-[1,2-bis(mercaptomethylthio)-4-mercapto-3-thiabutylthio]-1,3-dithiin SCSC(C(SCS)SCS)SC=1CSCSC1